Cl.C1=CC=CC=2CC3=CC=CC=C3C(C12)=O.C1=CC=CC=2CC3=CC=CC=C3C(C12)=O dianthrone hydrochloride